N,N,N',N'-Tetra-methyl-1,6-hexandiamin CN(CCCCCCN(C)C)C